C1NCCC2=NN3C(CNCC3)=C21 1,2,3,4,7,8,9,10-octahydropyrido[4',3':3,4]Pyrazolo[1,5-a]Pyrazine